1-benzylquinoxalin C(C1=CC=CC=C1)N1CC=NC2=CC=CC=C12